triethanolamine monocaprylate C(CCCCCCC)(=O)O.N(CCO)(CCO)CCO